1,2-diethoxy-1,2-diiodoethane C(C)OC(C(I)OCC)I